lithium carbon lithium-manganese [Mn].[Li].[C].[Li]